C(C)(C)(C)OC(NC=1N=NNC1C(N)=O)=O (5-Carbamoyl-1H-[1,2,3]triazol-4-yl)-carbamic acid tert-butyl ester